BrC1=C(C=CC=C1)OC1=CC=C(C=C1)OC 1-bromo-2-(4-methoxyphenoxy)benzene